3-(1,1,1-trifluoro-2-methylpropan-2-yl)isoxazol-5-amine FC(C(C)(C)C1=NOC(=C1)N)(F)F